N-({4-amino-1-methyl-1H-pyrazolo[4,3-c]quinolin-7-yl}methyl)-6-cyclopropyl-N-(2-methanesulfonylpyridin-3-yl)pyridine-3-carboxamide NC1=NC=2C=C(C=CC2C2=C1C=NN2C)CN(C(=O)C=2C=NC(=CC2)C2CC2)C=2C(=NC=CC2)S(=O)(=O)C